N-(2-(trifluoromethyl)pyridin-4-yl)pyrimidine-4-carboxamide FC(C1=NC=CC(=C1)NC(=O)C1=NC=NC=C1)(F)F